3-(2-chloro-4-nitro-phenyl)-1-(3-chloro-phenyl)thiourea ClC1=C(C=CC(=C1)[N+](=O)[O-])NC(NC1=CC(=CC=C1)Cl)=S